1-(4-(4-morpholinyl-6-(5-(morpholinylmethyl)thiophen-2-yl)-1,3,5-triazin-2-yl)phenyl)-3-(pyrimidin-2-yl)urea N1(CCOCC1)C1=NC(=NC(=N1)C=1SC(=CC1)CN1CCOCC1)C1=CC=C(C=C1)NC(=O)NC1=NC=CC=N1